4-[1-(4-Chlorobenzyl)-1H-pyrazol-4-yl]-2-(5-phenyl-1H-imidazol-2-yl)pyridine trifluoroacetate salt FC(C(=O)O)(F)F.ClC1=CC=C(CN2N=CC(=C2)C2=CC(=NC=C2)C=2NC(=CN2)C2=CC=CC=C2)C=C1